(S)-1-(4-(4-((2,3-dihydrobenzo[b][1,4]dioxin-2-yl)methyl)piperazin-1-yl)-1,2,5-thiadiazol-3-yl)imidazolidin-2-one O1C2=C(OC[C@@H]1CN1CCN(CC1)C=1C(=NSN1)N1C(NCC1)=O)C=CC=C2